COC=1C(=C2C(=NNC2=CC1)C)NS(=O)(=O)C=1C=NN(C1)C1=NC=CC(=C1)C(F)(F)F N-(5-METHOXY-3-METHYL-1H-INDAZOL-4-YL)-1-(4-(TRIFLUOROMETHYL)PYRIDIN-2-YL)-1H-PYRAZOLE-4-SULFONAMIDE